C1(CC1)[C@H]1C[C@H](N(CC1)CC1=C2C=CNC2=C(C=C1OC([2H])([2H])[2H])C)C1=CC=C(C(=O)O)C=C1 4-((2S,4R)-4-cyclopropyl-1-((5-(methoxy-d3)-7-methyl-1H-indol-4-yl)methyl)piperidin-2-yl)benzoic acid